1-((2R,3R,4R,5R)-3,4-diacetoxy-5-(acetoxymethyl)tetrahydrofuran-2-yl)-3-((3-(triphenylphosphonio)propyl)carbamoyl)pyridin-1-ium C(C)(=O)O[C@H]1[C@@H](O[C@@H]([C@H]1OC(C)=O)COC(C)=O)[N+]1=CC(=CC=C1)C(NCCC[P+](C1=CC=CC=C1)(C1=CC=CC=C1)C1=CC=CC=C1)=O